C1(CCCCC1)C=1N(C(N(C1C1CCCCC1)C)(C1(N(C(=C(N1C)C1CCCCC1)C1CCCCC1)C)C)C)C 4,4',5,5'-Tetracyclohexyl-1,1',2,2',3,3'-hexamethyl-2,2',3,3'-tetrahydro-2,2'-biimidazol